FC=1C=NN2C1C(=NC(=C2)C=2C=NN(C2)C)O[C@H]2CCN(CCC2)C(=O)OC(C)(C)C tert-butyl (4R)-4-[3-fluoro-6-(1-methylpyrazol-4-yl)pyrazolo[1,5-a]pyrazin-4-yl]oxyazepane-1-carboxylate